CC1=CC=NC(=C1)C=1N=CN(C1)C 4-methyl-6-(1-methyl-1H-imidazol-4-yl)pyridin